(S)-1-(4-(1-((4-acetylmorpholin-2-yl)methyl)-5-methyl-1H-benzo[d]imidazol-2-yl)-3-Chloro-5-fluorophenyl)pyrrolidin-2-one C(C)(=O)N1C[C@@H](OCC1)CN1C(=NC2=C1C=CC(=C2)C)C2=C(C=C(C=C2F)N2C(CCC2)=O)Cl